(S)-2-((2-((4-cyano-2-fluorobenzyl)oxy)-9,10-dihydro-1,8-phenanthroline-8(7H)-yl)methyl)-1-((oxetan-2-yl)methyl)-1H-benzo[d]imidazole-6-carboxylic acid C(#N)C1=CC(=C(COC2=NC3=C4CCN(CC4=CC=C3C=C2)CC2=NC3=C(N2C[C@H]2OCC2)C=C(C=C3)C(=O)O)C=C1)F